C(=C)OCCON1CC2=CC=CC=C2C1 2-[2-(vinyloxy)ethoxy]isoindoline